N[C@]1(CC[C@H](OC1)C(=O)N1[C@H](C2=CC=CC=C2CC1)C1=CC=C(C=C1)F)COC ((2S,5R)-5-amino-5-(methoxymethyl)tetrahydro-2H-pyran-2-yl)((S)-1-(4-fluorophenyl)-3,4-dihydroisoquinolin-2(1H)-yl)methanone